CC(CCC1C(CCCC1)=O)C (3-methylbutyl)cyclohexane-1-one